NC1(CCN(CC1)C1=NC(=C(C=2N1C=CN2)C2=CC(=C(C=C2)OC(F)(F)F)O)C2=CC(=C(C#N)C=C2)F)C 4-(5-(4-amino-4-methylpiperidin-1-yl)-8-(3-hydroxy-4-(trifluoromethoxy)phenyl)imidazolo[1,2-c]pyrimidin-7-yl)-2-fluorobenzonitrile